(S)-7'-(3,5-difluorophenyl)-1-(3-fluoro-5-methylbenzoyl)dihydro-1'H,3'H,5'H-spiro[piperidine-4,2'-pyrazolo[1,2-a]pyrazol]-1'-one FC=1C=C(C=C(C1)F)[C@@H]1CCN2N1C(C1(C2)CCN(CC1)C(C1=CC(=CC(=C1)C)F)=O)=O